N-methyl-N-phenyl-2-(p-tolylamino)-6-((2,4,4-trimethylpentan-2-yl)-amino)pyrimidine-4-carboxamide CN(C(=O)C1=NC(=NC(=C1)NC(C)(CC(C)(C)C)C)NC1=CC=C(C=C1)C)C1=CC=CC=C1